4-iodobiphenyl IC1=CC=C(C=C1)C1=CC=CC=C1